(5-((4-(3-((2-((1S)-1-((tetrahydro-2H-pyran-2-yl)oxy)ethyl)-1H-imidazol-1-yl)methyl)isoxazol-5-yl)phenyl)ethynyl)pyridin-2-yl)methanesulfonate O1C(CCCC1)O[C@@H](C)C=1N(C=CN1)CC1=NOC(=C1)C1=CC=C(C=C1)C#CC=1C=CC(=NC1)CS(=O)(=O)[O-]